FC1(CCC(CC1)[C@H](NC(=O)C1=CN=C2N1CCC2)C2=NC1=C(N2)C=CC(=C1)[C@@H](C)NC(CCC(F)(F)F)=O)F N-((S)-(4,4-Difluorocyclohexyl)(5-((R)-1-(4,4,4-trifluorobutanamido)ethyl)-1H-benzo[d]imidazol-2-yl)methyl)-6,7-dihydro-5H-pyrrolo[1,2-a]imidazole-3-carboxamide